(1S,4S)-N-((R)-1-(3-methoxyphenyl)ethyl)-2,5-diazabicyclo[2.2.1]heptane-2-carboxamide COC=1C=C(C=CC1)[C@@H](C)NC(=O)N1[C@@H]2CN[C@H](C1)C2